N'-(3-methyl-2-hydroxybenzylidene)-2-(3-difluoromethoxyphenoxy)butanoyl-hydrazine CC=1C(=C(C=NNC(C(CC)OC2=CC(=CC=C2)OC(F)F)=O)C=CC1)O